C(C)OC(=O)C1=CC=2C(=CN=C(C2C(F)(F)F)OC)N1 5-methoxy-4-(trifluoromethyl)-1H-pyrrolo[2,3-c]Pyridine-2-carboxylic acid ethyl ester